NC=1C=CC(=C(C1)N1CC2=C(N=C(N=C2)NCC2=CC=C(C=C2)OC)C2(C1=O)CC2)C 6'-(5-amino-2-methylphenyl)-2'-((4-methoxybenzyl)amino)-5',6'-dihydro-7'H-spiro[cyclopropane-1,8'-pyrido[4,3-d]pyrimidin]-7'-one